6-(10-hydroxydecoxy)naphthalene-2-carbonitrile OCCCCCCCCCCOC=1C=C2C=CC(=CC2=CC1)C#N